N-{6-[3-nitro-4-(1-oxo-3,4-dihydro-2H-isoquinolin-6-yl)pyrazol-1-yl]pyridin-2-yl}prop-2-enamide [N+](=O)([O-])C1=NN(C=C1C=1C=C2CCNC(C2=CC1)=O)C1=CC=CC(=N1)NC(C=C)=O